COC1=CC(=C2C=CC=NC2=C1)C1(CC1)NC(=O)C=1C=C(OCC2CCC3N2CCN(C3)C(=O)[O-])C=CC1C 6-((3-((1-(7-methoxyquinolin-5-yl)cyclopropyl)carbamoyl)-4-methylphenoxy)methyl)hexahydropyrrolo[1,2-a]pyrazine-2(1H)-carboxylate